3-(4-(3-hydroxypropoxy)-3-methoxyphenyl)propan-1-ol OCCCOC1=C(C=C(C=C1)CCCO)OC